ClC=1C(=C2C(=NC1)NC(=N2)C2=CC=C(C=C2)N2CCC(CC2)CCO)NC2CCN(CC2)C 2-[1-(4-{6-Chloro-7-[(1-methylpiperidin-4-yl)amino]-3H-imidazo[4,5-b]pyridin-2-yl}phenyl)piperidin-4-yl]ethanol